O1C=CC2=C1C(=CC=C2)N2/C(/SCC2=O)=N/C(=O)NC2=C(C=C(C=C2)C2=NN(C=N2)C2=CC=C(C=C2)C(C(F)(F)F)(F)F)F (Z)-1-(3-(Benzofuran-7-yl)-4-oxothiazolidin-2-ylidene)-3-(2-fluoro-4-(1-(4-(perfluoroethyl)phenyl)-1H-1,2,4-triazol-3-yl)phenyl)urea